Ethyl (E)-3-(5-(3-(5-(4-((2-(((benzyloxy)carbonyl)(methyl)amino)ethyl)sulfonyl)-2-(3-iodophenyl)butan-2-yl)-1H-imidazol-2-yl)-4-fluorophenoxy)-6-fluoro-1H-indol-4-yl)acrylate C(C1=CC=CC=C1)OC(=O)N(CCS(=O)(=O)CCC(C)(C1=CC(=CC=C1)I)C1=CN=C(N1)C=1C=C(OC=2C(=C3C=CNC3=CC2F)/C=C/C(=O)OCC)C=CC1F)C